FC(C1=NN(C=C1C=1SC=C(N1)C(=O)NC1=C(C=CC=C1)F)C)F 2-(3-(difluoromethyl)-1-methyl-1H-pyrazol-4-yl)-N-(2-fluorophenyl)thiazole-4-carboxamide